2,4-Dihydroxy-4'-n-decyl-benzophenone OC1=C(C(=O)C2=CC=C(C=C2)CCCCCCCCCC)C=CC(=C1)O